CN1C(N(C(C2=C1NC(=CC2=O)N2CCN(CC2)C)=O)C)=O 1,3-dimethyl-7-(4-methylpiperazin-1-yl)pyrido[2,3-d]pyrimidine-2,4,5(1H,3H,8H)-trione